NCC(CC1=C(C(=C(C(=O)N)C=C1)F)F)N(C)C 4-(3-amino-2-(dimethylamino)propyl)-2,3-difluorobenzamide